ClC1=CC=C(C(=N1)F)C=1C=NN(C1)C1OCCCC1 6-chloro-2-fluoro-3-[1-(oxan-2-yl)pyrazol-4-yl]pyridine